(4S,5R,6R)-5-acetamido-6-((1R,2R)-1,2-dihydroxy-3-(3-(tellurophen-2-yl)propanamido)propyl)-2,4-dihydroxytetrahydro-2H-pyran-2-carboxylic acid sodium salt [Na+].C(C)(=O)N[C@@H]1[C@H](CC(O[C@H]1[C@@H]([C@@H](CNC(CCC=1[Te]C=CC1)=O)O)O)(C(=O)[O-])O)O